OC(=C(C1=CC=CC=C1)O)C=1C=C(C=C(O)C1)O 5-(dihydroxyphenylethenyl)resorcinol